1-[3-(4-Bromo-2-methyl-2H-pyrazol-3-yl)-4-phenethyloxy-phenyl]-3-(4-fluoro-phenyl)-urea BrC1=C(N(N=C1)C)C=1C=C(C=CC1OCCC1=CC=CC=C1)NC(=O)NC1=CC=C(C=C1)F